2-fluoro-N-(4-(11-methyl-7-((6-methylpyridin-2-yl)oxy)-5,11-dihydro-4H-1,3,4,11-Tetraazadibenzo[cd,h]azulene-10-yl)phenyl)acrylamide FC(C(=O)NC1=CC=C(C=C1)C=1N(C=2C(C(=CC3=C4C(C=NC24)=NNC3)OC3=NC(=CC=C3)C)=CC1)C)=C